O=C1NC(CCC1C1=NN(C2=CC(=CC=C12)C1CCN(CC1)C[C@H]1C(CN(CC1)C(=O)OC(C)(C)C)(F)F)C)=O tert-butyl (4S)-4-[[4-[3-(2,6-dioxo-3-piperidyl)-1-methyl-indazol-6-yl]-1-piperidyl]methyl]-3,3-difluoro-piperidine-1-carboxylate